2,2'-(cyclopropane-1,1-diyl)bis(4,4,5,5-tetramethyl-1,3,2-dioxaborolane) C1(CC1)(B1OC(C(O1)(C)C)(C)C)B1OC(C(O1)(C)C)(C)C